(S)-N-(5-(2,4-difluorophenoxy)pyridin-2-yl)-2-((S)-2-(6-oxo-1,6-dihydropyridin-3-yl)morpholino)propanamide FC1=C(OC=2C=CC(=NC2)NC([C@H](C)N2C[C@@H](OCC2)C2=CNC(C=C2)=O)=O)C=CC(=C1)F